C(C)(C)(C)OC(=O)C1N2NC(CC1CC2)C=2C1=C(N=C(N2)OCC2(CC2)C=O)C(=C(N=C1)C1=C(C(=CC(=C1)O)Cl)C1CC1)F 3-(7-(3-chloro-2-cyclopropyl-5-hydroxyphenyl)-8-fluoro-2-((1-formylcyclopropyl)methoxy)pyrido[4,3-d]pyrimidin-4-yl)-diazabicyclo[3.2.1]octane-8-carboxylic acid tert-butyl ester